trans-2-phenylcyclopropanecarboxylic acid C1(=CC=CC=C1)[C@H]1[C@@H](C1)C(=O)O